(E)-4-Oxo-4-(3,4,5-trimethoxyphenyl)but-2-enoic acid O=C(/C=C/C(=O)O)C1=CC(=C(C(=C1)OC)OC)OC